C(C1=CC=CC=C1)N1CC=2C(=C(N=C(C2CC1)N1CC(N(CC1)C(=O)OC(C)(C)C)CC#N)Cl)C#N tert-butyl 4-(6-benzyl-3-chloro-4-cyano-5,6,7,8-tetrahydro-2,6-naphthyridin-1-yl)-2-(cyanomethyl)piperazine-1-carboxylate